C(C)OC(C(COS(=O)(=O)ON1[C@@H]2CC[C@H](N(C1=O)C2)C(=O)NC2CCN(CC2)C(=O)OC(C)(C)C)(C)C)=O tert-butyl 4-((2S,5R)-6-(((3-ethoxy-2,2-dimethyl-3-oxopropoxy)sulfonyl)oxy)-7-oxo-1,6-diazabicyclo[3.2.1]octane-2-carboxamido)piperidine-1-carboxylate